C(CCCCCCCCCCCCCCCCC)OC(CCC1=CC(=C(C(=C1)C(C)(C)C)O)C(C)(C)C)=O stearyl-β-(3,5-di-t-butyl-4-hydroxyphenyl)propionate